C(C1=CC=CC=C1)OCCCN1C(C2(CC1)C[C@H]([C@@H](C2)O)O)=O |r| rac-(7R,8R)-2-(3-(benzyloxy)propyl)-7,8-dihydroxy-2-azaspiro[4.4]nonan-1-one